3,6-diethyl (3S,8aR)-5,7-dioxo-hexahydroindolizine-3,6-dicarboxylate O=C1N2[C@@H](CC[C@@H]2CC(C1C(=O)OCC)=O)C(=O)OCC